BrC1=C2C(=NC(=C1)NC(C)(C)C)C=C(S2)C2=CC=NN2C2OCCCC2 7-bromo-N-tert-butyl-2-(1-(tetrahydro-2H-pyran-2-yl)-1H-pyrazol-5-yl)thieno[3,2-b]pyridin-5-amine